COC(=O)C1=C(C(=NN1C)C1=CC=C(C=C1)F)SC1=CC=CC=C1 3-(4-fluorophenyl)-1-methyl-4-(phenylsulfanyl)-1H-pyrazole-5-carboxylic acid methyl ester